CC1=CC(=NN1C=1C=CC(=NC1)C#N)C(F)(F)F 5-(5-Methyl-3-(trifluoromethyl)-1H-pyrazol-1-yl)pyridinecarbonitrile